(2R)-2-(2-(3-((3-aminopropyl)amino)phenyl)-2-phenylacetamido)-N-(4-hydroxybenzyl)-5-((Z)-2-((2-propionamidoethyl)carbamoyl)guanidino)pentanamide NCCCNC=1C=C(C=CC1)C(C(=O)N[C@@H](C(=O)NCC1=CC=C(C=C1)O)CCCN\C(=N/C(NCCNC(CC)=O)=O)\N)C1=CC=CC=C1